O1C(CCCC1)OC1=CC=C(C=C1)B(O)O 4-(2-tetrahydropyranyloxy)benzeneboronic acid